1-(5-acetyl-4-hydroxy-2-methoxyphenyl)-3-(4-methylbenzyl)urea C(C)(=O)C=1C(=CC(=C(C1)NC(=O)NCC1=CC=C(C=C1)C)OC)O